FC1=CC=C(C=C1)N1N=C(C(=C1)[C@@H]1O[C@H](C(N1CCC1=CC=C(C=C1)OCC)=O)C)C1=CC=C(C=C1)F (2s,5s)-2-(1,3-bis(4-fluorophenyl)-1H-pyrazol-4-yl)-3-(4-ethoxyphenethyl)-5-methyl-oxazolidin-4-one